N-[(2E)-3,7-dimethyl-2,6-octadienyl]cyclopropanecarboxamide C\C(=C/CNC(=O)C1CC1)\CCC=C(C)C